bis{2,4-bis(1-methyl-1-phenylethyl)phenyl}pentaErythritol diphosphite OP(O)OP(O)O.CC(C)(C1=CC=CC=C1)C1=C(C=CC(=C1)C(C)(C)C1=CC=CC=C1)C(O)(C(CO)(CO)CO)C1=C(C=C(C=C1)C(C)(C)C1=CC=CC=C1)C(C)(C)C1=CC=CC=C1